FC1=CC(=C(CN2C(C=3N(CC4(C2)COC4)C=C(C3)C3=NC(=NC=C3C)NC3COC3)=O)C=C1F)CO 2'-(4,5-difluoro-2-(hydroxymethyl)benzyl)-8'-(5-methyl-2-(oxetan-3-ylamino)pyrimidin-4-yl)-2',3'-dihydro-1'h,5'h-spiro[oxetan-3,4'-pyrrolo[1,2-a][1,4]diazepin]-1'-one